OB1OCC2=C1C(=C(C=C2)C(=O)N[C@@H](C(C)C)C(=O)OCC2=CC=C(C=C2)CN2CCOCC2)C 4-(Morpholinomethyl)benzyl (1-hydroxy-7-methyl-1,3-dihydrobenzo[c][1,2]oxaborole-6-carbonyl)-L-valinate